amino-7,16,25,30-tetraoxo-9,12,18,21-tetraoxa-6,15,24,29-tetraazahexatetracontane-1,28,46-tricarboxylic acid NC(CCCCNC(COCCOCCNC(COCCOCCNC(CCC(NC(CCCCCCCCCCCCCCCCC(=O)O)=O)C(=O)O)=O)=O)=O)C(=O)O